[Ti].[Sb].[Sn] tin-antimony-titanium